FC1=CC=C(C=C1)C1=CN=C2N1C=C(C=C2NC=O)C2=CC=C(C=C2)C(=O)N2CCOCC2 N-[3-(4-fluorophenyl)-6-[4-(morpholine-4-carbonyl)phenyl]imidazo[1,2-a]pyridin-8-yl]formamide